4-[(1R)-1-(2,4-dichlorophenyl)ethoxy]-6-fluoro-5-methylpyridin ClC1=C(C=CC(=C1)Cl)[C@@H](C)OC1=CC=NC(=C1C)F